C1=NC=C(C2=CC=CC=C12)N1C(N(C[C@@H]1C#N)C1=NC=CC(=N1)C(F)(F)F)=O (R)-3-(isoquinolin-4-yl)-2-oxo-1-(4-(trifluoromethyl)pyrimidin-2-yl)imidazolidine-4-carbonitrile